4-fluoro-N-(2-hydroxy-5-(1-oxo-6-phenyl-3,4-dihydroisoquinolin-2(1H)-yl)phenyl)benzenesulfonamide FC1=CC=C(C=C1)S(=O)(=O)NC1=C(C=CC(=C1)N1C(C2=CC=C(C=C2CC1)C1=CC=CC=C1)=O)O